BrC1=CC=C(C=C1)N(C(=O)C=1C=CC=2N(C1)C(=CN2)C=2C=CC(=NC2)NC(OC)=O)C methyl N-[5-[6-[(4-bromophenyl)-methyl-carbamoyl]imidazo[1,2-a]pyridin-3-yl]-2-pyridyl]carbamate